C(=O)O.FC1=C(C=C(C=C1)F)C1=C(C(=NC=C1)C1C(COCC1)C(F)(F)F)N 4-(2,5-difluorophenyl)-2-(3-(trifluoromethyl)tetrahydro-2H-pyran-4-yl)pyridin-3-amine formic acid salt